2-(3-(6-((3,3-difluorocyclobutyl)amino)pyridin-3-yl)-6-oxopyridazin-1(6H)-yl)-N-ethylacetamide FC1(CC(C1)NC1=CC=C(C=N1)C1=NN(C(C=C1)=O)CC(=O)NCC)F